1,6-Heptadien C=CCCCC=C